N-isopropyl-N-methylcyclohexan-1-amine C(C)(C)N(C1CCCCC1)C